BrC1=C(C=NN1C)CO[C@@H]1CN(C[C@@H]1F)C(=O)OC(C)(C)C tert-butyl (3R,4S)-3-((5-bromo-1-methyl-1H-pyrazol-4-yl)methoxy)-4-fluoropyrrolidine-1-carboxylate